N-((R)-3,3-difluoro-1-(oxetan-3-yl)piperidin-4-yl)-5-(1-((S)-1,1-difluoropropan-2-yl)-1H-benzo[d][1,2,3]triazol-6-yl)-6-fluoro-4-methoxypyrrolo[2,1-f][1,2,4]triazin-2-amine FC1(CN(CC[C@H]1NC1=NN2C(C(=N1)OC)=C(C(=C2)F)C=2C=CC1=C(N(N=N1)[C@H](C(F)F)C)C2)C2COC2)F